C1(CCCC1)CC(C=1SC=CC1)C1=CC=NC=C1 4-(2-cyclopentyl-1-(thiophen-2-yl)ethyl)pyridine